3-(5-bromo-4-fluoro-1,1-dioxobenzo[d]isothiazol-2(3H)-yl)-1-methylpyrrolidin-2-one BrC=1C=CC2=C(CN(S2(=O)=O)C2C(N(CC2)C)=O)C1F